N-[4-[4-(azetidine-3-carbonyl)piperazine-1-carbonyl]-3-ethylphenyl]-5-[1-(2,2-difluoroethyl)-3-(trifluoromethyl)pyrazol-4-yl]-1-methylimidazole-2-carboxamide N1CC(C1)C(=O)N1CCN(CC1)C(=O)C1=C(C=C(C=C1)NC(=O)C=1N(C(=CN1)C=1C(=NN(C1)CC(F)F)C(F)(F)F)C)CC